CCCCCC(=O)[O-].[Na+] The molecule is an organic sodium salt resulting from the replacement of the proton from the carboxy group of hexanoic acid by a sodium ion. It has a role as a human metabolite. It contains a hexanoate.